4-bromo-2-methoxybenzoyl chloride BrC1=CC(=C(C(=O)Cl)C=C1)OC